2-amino-N-(3-aminopropyl)-3-azapropyl-glycine NC(CN(CC(=O)O)CCCN)N